1-(cyclopropanecarbonyl)pyrazolidin-3-one C1(CC1)C(=O)N1NC(CC1)=O